6-chloro-N-(3-fluorophenyl)-2-(2-pyridyl)-5-(trifluoromethyl)-4-pyrimidylamine ClC1=C(C(=NC(=N1)C1=NC=CC=C1)NC1=CC(=CC=C1)F)C(F)(F)F